C(C)(C)(C)OC(=O)N1CC2(CC2)[C@@H]([C@@H]1CC1=C(C(=CC=C1)Br)F)N[S@](=O)C(C)(C)C.NC1C=CC2=CC=C3C=CC=NC3=C2N1N 9,10-diaminophenanthroline tert-butyl-(6S,7S)-6-(3-bromo-2-fluorobenzyl)-7-(((R)-tert-butylsulfinyl)amino)-5-azaspiro[2.4]heptane-5-carboxylate